BrCCCC\C=C/CCO (3Z)-8-bromo-3-octen-1-ol